FC=1C=C(C=CC1)N1C(=NC(=C1)C1=CC=CC=C1)NCC1=CC=C(C#N)C=C1 4-(((1-(3-fluorophenyl)-4-phenyl-1H-imidazol-2-yl)amino)methyl)benzonitrile